C(C)(C)(C)C1=CC=C(S1)C(=O)N1CCCC1 (5-(tert-butyl)thiophen-2-yl)(pyrrolidin-1-yl)methanone